SC1=NSN=C1S 3,4-di-mercapto-1,2,5-thiadiazole